(R)-3-amino-6-bromo-3-(4-methoxyphenyl)-1-triphenylmethylindol-2-one N[C@]1(C(N(C2=CC(=CC=C12)Br)C(C1=CC=CC=C1)(C1=CC=CC=C1)C1=CC=CC=C1)=O)C1=CC=C(C=C1)OC